N1(CCOCC1)CC=1C=C/C(/NC1)=C/1\C(NC2=CC=C(C=C12)C#N)=O (3E)-3-[5-(morpholin-4-ylmethyl)-1H-pyridin-2-ylidene]-2-oxo-1H-indole-5-carbonitrile